5-(hexyldimethylsilyl)-2-cyclopentyl-3-methoxyphenol C(CCCCC)[Si](C=1C=C(C(=C(C1)O)C1CCCC1)OC)(C)C